2-fluoro-N-methyl-1'-(3-(4-oxo-4,5,6,7-tetrahydro-3H-pyrrolo[2,3-d]pyrimidin-2-yl)cyclopent-2-en-1-yl)-1',2',3',6'-tetrahydro-[3,4'-bipyridine]-6-carboxamide FC1=NC(=CC=C1C=1CCN(CC1)C1C=C(CC1)C=1NC(C2=C(N1)NCC2)=O)C(=O)NC